4-(((2-(2,6-dioxopiperidin-3-yl)-1,3-dioxoisoindolin-4-yl)amino)methyl)-N-(2-(4-methoxyphenoxy)phenyl)benzamide O=C1NC(CCC1N1C(C2=CC=CC(=C2C1=O)NCC1=CC=C(C(=O)NC2=C(C=CC=C2)OC2=CC=C(C=C2)OC)C=C1)=O)=O